(S)-3-(2-hydroxypropyl)-8-(1-methyl-1H-pyrazol-4-yl)-6-(5-(trifluoromethyl)pyridin-2-yl)pyrido[3,4-d]pyrimidin-4(3H)-one O[C@H](CN1C=NC2=C(C1=O)C=C(N=C2C=2C=NN(C2)C)C2=NC=C(C=C2)C(F)(F)F)C